2-(1H-imidazol-1-yl)-N-(pyrrolidin-3-yl)isonicotinamide dihydrochloride Cl.Cl.N1(C=NC=C1)C=1C=C(C(=O)NC2CNCC2)C=CN1